5-[2-fluoro-6-[(4-methoxyphenyl)methoxy]-4-[(4-methylpiperazin-1-yl)methyl]phenyl]-1,1-dioxo-1,2,5-thiadiazolidin-3-one FC1=C(C(=CC(=C1)CN1CCN(CC1)C)OCC1=CC=C(C=C1)OC)N1CC(NS1(=O)=O)=O